1-(((5S,7S,8S)-8-Fluoro-3-(5-(2-hydroxypropan-2-yl)pyrazin-2-yl)-7-methyl-2-oxo-1-oxa-3-azaspiro[4.5]decan-7-yl)methyl)-1H-benzo[d]imidazole-6-carbonitrile F[C@@H]1[C@](C[C@]2(CN(C(O2)=O)C2=NC=C(N=C2)C(C)(C)O)CC1)(C)CN1C=NC2=C1C=C(C=C2)C#N